peroxycarboxylic acid anhydride C(=O)OOOC=O